C(#N)C=1C=C(C=CC1F)NC(N(C)[C@H]1CS(CC=2NC(C=3C=C(C(=CC3C21)F)F)=O)(=O)=O)=O |r| Racemic-3-(3-cyano-4-fluorophenyl)-1-(8,9-difluoro-3,3-dioxido-6-oxo-1,4,5,6-tetrahydro-2H-thiopyrano[3,4-c]isoquinolin-1-yl)-1-methylurea